FC1=C(C(=O)N(C=2N=CC=C3C2SC(=C3)C3=CC=NC=C3)[C@H]3CNCCC3)C=CC(=C1)C=1N=NN(C1)C 2-fluoro-4-(1-methyltriazol-4-yl)-N-[(3R)-3-piperidyl]-N-[2-(4-pyridyl)thieno[2,3-c]pyridin-7-yl]benzamide